ClC1=NC=CC=2N1C=C(N2)C 5-chloro-2-methylimidazo(1,2-C)pyrimidine